1-(4-trifluoromethoxybenzyl)pseudouridine triphosphate P(O)(=O)(OP(=O)(O)OP(=O)(O)O)OC[C@@H]1[C@H]([C@H]([C@@H](O1)C1=CN(C(=O)NC1=O)CC1=CC=C(C=C1)OC(F)(F)F)O)O